N1(N=CC=C1)C1=C(C=C(C=C1)[N+](=O)[O-])S(=O)(=O)NCC1=C(C=C(C=C1)OC)OC pyrazol-1-yl-N-(2,4-Dimethoxybenzyl)-5-nitrobenzenesulfonamide